FC1=C(C=CC(=C1)C)C=1C2=C(N=C(N1)N1C[C@@H](OCC1)C=1C=NN(C1)C)N=C(C=C2)C 4-(2-fluoro-4-methylphenyl)-7-methyl-2-((2S)-2-(1-methyl-1H-pyrazol-4-yl)-4-morpholinyl)pyrido[2,3-d]pyrimidine